2-[5-ethylsulfanyl-6-[3-methyl-4-oxo-5-(2,2,2-trifluoroethyl)-6-(trifluoromethyl)imidazo[4,5-c]pyridin-2-yl]-3-pyridyl]-2-methyl-propanenitrile C(C)SC=1C=C(C=NC1C1=NC2=C(C(N(C(=C2)C(F)(F)F)CC(F)(F)F)=O)N1C)C(C#N)(C)C